OC(=CCC)C=CC1=CC=C(C=C1)O 4-hydroxy-6-(4-hydroxyphenyl)hex-3,5-diene